(1S,2S)-2-fluoro-N-(3-(6-(1-hydroxypropyl)-4-methylpyridin-3-yl)-1-methyl-2-oxo-1,2-dihydro-1,6-naphthyridin-7-yl)cyclopropane-1-carboxamide F[C@@H]1[C@@H](C1)C(=O)NC1=NC=C2C=C(C(N(C2=C1)C)=O)C=1C=NC(=CC1C)C(CC)O